The molecule is an organic heterotetracyclic compound whose skeleton is composed of 3,5-diformyl-isopentyl substituted phloroglucinol fused with a cadinane ring system. Isolated from Eucalyptus globulus, it exhibits antineoplastic activity. It has a role as a metabolite and an antineoplastic agent. It is a member of benzaldehydes, a cyclic ether, an organic heterotetracyclic compound, a member of resorcinols and a tertiary alcohol. CC(C)C[C@@H]1C2=C(C(=C(C(=C2O[C@@H]3[C@@]1(CC[C@@]4([C@H]3[C@@H](CCC4=C)C(=C)C)O)C)C=O)O)C=O)O